N-(2-isopropylcyclopropyl)-4-[5-(trifluoromethyl)-1,2,4-oxadiazol-3-yl]benzamide C(C)(C)C1C(C1)NC(C1=CC=C(C=C1)C1=NOC(=N1)C(F)(F)F)=O